N[C@@H]1C2=CC=CC=C2CC12CCN(CC2)C2=NC1=C(C=3N2C=CN3)C(=CN1)C1=CC=C(C3=CC=CC=C13)O (S)-4-(5-(1-amino-1,3-dihydrospiro[indene-2,4'-piperidin]-1'-yl)-7H-imidazo[1,2-c]pyrrolo[3,2-e]pyrimidin-9-yl)-1-naphthol